rac-(3S,4S,5R)-4-amino-1-(1-(4-fluorophenyl)-1H-indazol-5-yl)-3-methyl-5-phenylpyrrolidin-2-one N[C@H]1[C@@H](C(N([C@@H]1C1=CC=CC=C1)C=1C=C2C=NN(C2=CC1)C1=CC=C(C=C1)F)=O)C |r|